4-(4-(6-hydroxy-3,4-dihydroquinolin-1(2H)-yl)pyrimidin-2-ylamino)-N-methylbenzenesulfonamide OC=1C=C2CCCN(C2=CC1)C1=NC(=NC=C1)NC1=CC=C(C=C1)S(=O)(=O)NC